ethyl 2-diazo-6,6,6-trifluoro-5-hydroxy-5-methyl-3-oxo-hexanoate [N+](=[N-])=C(C(=O)OCC)C(CC(C(F)(F)F)(C)O)=O